FC=1C=C2CCC=3N(C2=CC1)N=C(C3)O 7-fluoro-4,5-dihydropyrazolo[1,5-a]quinolin-2-ol